5-fluoro-4-(4-fluoro-1-isopropyl-2-methyl-1H-benzo[d]imidazol-6-yl)-N-(5-(((R)-2-(2-((R)-3-fluoropyrrolidin-1-yl)ethyl)-2-methylmorpholino)methyl)pyridin-2-yl)pyrimidin-2-amine FC=1C(=NC(=NC1)NC1=NC=C(C=C1)CN1C[C@@](OCC1)(C)CCN1C[C@@H](CC1)F)C=1C=C(C2=C(N(C(=N2)C)C(C)C)C1)F